Cl.C1(CC1)C=1N=CN2C1CNCC1=C2C=C(C(=C1)F)C(=O)NC1=NC(=CC=C1)C1=NN=CN1C(C)C 3-cyclopropyl-8-fluoro-N-[6-(4-isopropyl-4H-1,2,4-triazol-3-yl)pyridin-2-yl]-5,6-dihydro-4H-benzo[f]imidazo[1,5-a][1,4]diazepine-9-carboxamide hydrochloride